BrC=1C(=CC=C2C=C(C(=NC12)OC)C(=O)OCC)C1CCC1 ethyl 8-bromo-7-cyclobutyl-2-methoxyquinoline-3-carboxylate